ClC=1C=C(C=CC1)C(C(C1=CC=CC=C1)OC(NC(C(=O)NC(CC1C(NCC1)=O)C(C(=O)N)=O)CCCC)=O)(C)C (1-((4-amino-3,4-dioxo-1-(2-oxopyrrolidin-3-yl)butan-2-yl)amino)-1-oxohexan-2-yl)carbamic acid 2-(3-chlorophenyl)-2-methyl-1-phenylpropyl ester